FC(C1=CC=C(C=C1)S(=O)(=O)N1CC2(CCN(CC2)C(=O)N2CCCC2)C2=CC=CC=C12)F (1-((4-(difluoromethyl)phenyl)sulfonyl)spiro[indoline-3,4'-piperidin]-1'-yl)(pyrrolidin-1-yl)methanone